tert-butyl 4-[2-(4-phenylimidazol-1-yl) acetyl]Piperazine-1-carboxylate C1(=CC=CC=C1)C=1N=CN(C1)CC(=O)N1CCN(CC1)C(=O)OC(C)(C)C